16-(2-((1,2-dimethylhydrazinyl)methyl)-1H-indol-1-yl)-7,10-bis(2-hydroxyethyl)-2,3-dimethyl-4,8,11,14-tetraoxo-3,7,10,13-tetraazahexadecan-1-oate CN(NC)CC=1N(C2=CC=CC=C2C1)CCC(NCC(N(CC(N(CCC(N(C(C(=O)[O-])C)C)=O)CCO)=O)CCO)=O)=O